FC=1C(=NC(=NC1)NC1=CC=C(C=C1)F)NC=1C=C(C=CC1)NC(C=C)=O N-(3-(5-fluoro-2-(4-fluorophenylamino)pyrimidin-4-ylamino)phenyl)acrylamide